5-[3-(cyclopropyloxy)phenyl]pyridin-2-amine C1(CC1)OC=1C=C(C=CC1)C=1C=CC(=NC1)N